6-bromo-2-(ethylthio)-3-(5-(2,2,3,3,3-pentafluoropropoxy)pyrazin-2-yl)pyrazolo[1,5-a]pyrimidine BrC=1C=NC=2N(C1)N=C(C2C2=NC=C(N=C2)OCC(C(F)(F)F)(F)F)SCC